3-Methylthiopropylisothiocyanat CSCCCN=C=S